1-(((1-((2-chloropyrimidin-5-yl)amino)isoquinolin-6-yl)oxy)methyl)cyclopropane-1-carbonitrile ClC1=NC=C(C=N1)NC1=NC=CC2=CC(=CC=C12)OCC1(CC1)C#N